(S)-2-fluoro-4-(2-((pyrrolidin-3-ylmethyl)amino)-6-(2-fluorophenyl)quinazolin-4-yl)-2-fluorobenzonitrile FC1([C@H](C#N)C=CC(=C1)C1=NC(=NC2=CC=C(C=C12)C1=C(C=CC=C1)F)NCC1CNCC1)F